NCCOCCOCCNC(=O)C=1C=C2N=C(C=3N(C2=CC1)C=CC3)C3=CC=C(C=C3)C(C)(C)C N-(2-(2-(2-aminoethoxy)ethoxy)ethyl)-4-(4-(tert-butyl)phenyl)pyrrolo[1,2-a]quinoxaline-7-carboxamide